2-(1-hydroxy-1-methyl-ethyl)-4-[[5-(4-hydroxy-1-piperidyl)-2-pyridyl]amino]-6H-1,6-naphthyridin-5-one OC(C)(C)C1=NC=2C=CNC(C2C(=C1)NC1=NC=C(C=C1)N1CCC(CC1)O)=O